N-(4-(4-amino-7-methyl-5-(4-(pyrrolidine-1-carbonyl)phenyl)-7H-pyrrolo[2,3-d]pyrimidin-6-yl)phenyl)cyclopent-1-ene-1-carboxamide NC=1C2=C(N=CN1)N(C(=C2C2=CC=C(C=C2)C(=O)N2CCCC2)C2=CC=C(C=C2)NC(=O)C2=CCCC2)C